N-(1-methylhexyl)imidodisulfuric acid disodium salt [Na+].[Na+].CC(CCCCC)N(S(=O)(=O)[O-])S(=O)(=O)[O-]